NC1=NN2C(C=CC(=C2)C=2C=C(C(=NC2)C)NC(=O)N2OCC[C@H]2C=2SC=C(N2)C(F)(F)F)=N1 (S)-N-(5-(2-amino-[1,2,4]triazolo[1,5-a]pyridin-6-yl)-2-methylpyridin-3-yl)-3-(4-(trifluoromethyl)thiazol-2-yl)isoxazolidine-2-carboxamide